ClC=1C=C(C=CC1Cl)C(C(=O)N1CCN(CC1)C=1C=CC=2N(N1)C=NN2)(F)F 2-(3,4-dichlorophenyl)-2,2-difluoro-1-(4-{[1,2,4]triazolo[4,3-b]pyridazin-6-yl}piperazin-1-yl)ethan-1-one